(4-Methylmorpholin-2-yl)methyl 3-(8-cyanoquinolin-5-yl)-5-(trifluoromethyl)-3-azabicyclo[3.1.0]hexane-1-Carboxylate C(#N)C=1C=CC(=C2C=CC=NC12)N1CC2(CC2(C1)C(F)(F)F)C(=O)OCC1CN(CCO1)C